IC=1C=NN(C1)C1CCN(CC1)C(=O)OC(C)(C)C tert-butyl 4-(4-iodo-1H-pyrazol-1-yl)-1-piperidinecarboxylate